C(C)N(CCC[Si](C1=CC=C(C=C)C=C1)(OC)OC)CC 4-[(3-diethylaminopropyl)dimethoxysilyl]styrene